2-chloro-N-(1-methylcyclobutyl)-5-oxido-6,7-dihydro-thieno[3,2-d]pyrimidin-5-ium-4-amine ClC=1N=C(C2=C(N1)CC[S+]2[O-])NC2(CCC2)C